(S) or (R)-1-(difluoromethyl)-N'-((3-ethyl-2-(trifluoromethyl)-6,7-dihydro-5H-cyclopenta[b]pyridin-4-yl)carbamoyl)-4-fluoro-1H-pyrazole-3-sulfonimidamide FC(N1N=C(C(=C1)F)[S@](=O)(N)=NC(NC1=C2C(=NC(=C1CC)C(F)(F)F)CCC2)=O)F |o1:8|